NC1=NC(=NC=C1O)O 4-amino-2,5-dihydroxypyrimidine